Methyl 6-(2-(methoxycarbonyl)phenyl)-5-nitronicotinate COC(=O)C1=C(C=CC=C1)C1=NC=C(C(=O)OC)C=C1[N+](=O)[O-]